6-(4-fluorobenzyl)-3-methyl-5-((trans-3-methylpiperidin-4-yl)amino)pyrazine-2-carboxylic acid methyl ester trifluoroacetate FC(C(=O)O)(F)F.COC(=O)C1=NC(=C(N=C1C)N[C@H]1[C@@H](CNCC1)C)CC1=CC=C(C=C1)F